1-(4-(10-fluoro-6-((2-morpholinoethyl)amino)-3-(naphthalen-1-yl)phenanthridin-9-yl)piperazin-1-yl)prop-2-en-1-one FC1=C(C=CC2=C(N=C3C=C(C=CC3=C12)C1=CC=CC2=CC=CC=C12)NCCN1CCOCC1)N1CCN(CC1)C(C=C)=O